2-(3-(4-methyl-4H-1,2,4-triazol-3-yl)-3-(3-(6-(((1-methylcyclobutyl)amino)methyl)-1-oxo-4-(trifluoromethyl)isoindolin-2-yl)phenyl)cyclobutyl)acetonitrile CN1C(=NN=C1)C1(CC(C1)CC#N)C1=CC(=CC=C1)N1C(C2=CC(=CC(=C2C1)C(F)(F)F)CNC1(CCC1)C)=O